FC1=CC=C(C=C1)C=1C=C2C=NCN(C2=CC1)CC=1C=NC(=CC1)C 6-(4-fluorophenyl)-N-((6-methylpyridin-3-yl)methyl)quinazoline